CC12C3=CC(=CC=C3CC(N(CC1)CC=C(C)C)C2C)O (2R,6R,11R)-1,13-dimethyl-10-(3-methylbut-2-en-1-yl)-10-azatricyclo[7.3.1.02,7]trideca-2,4,6-trien-4-ol